N-(8-acetamidoimidazo[1,2-a]pyridin-6-yl)-4-fluoro-3-methoxy-N-methyl-benzamide C(C)(=O)NC=1C=2N(C=C(C1)N(C(C1=CC(=C(C=C1)F)OC)=O)C)C=CN2